CCCC=C 4-Penten